(1S,3S)-3-HYDROXYCYCLOHEXAN OC1CCCCC1